C=C1CC=2C(=NC=3N(C2N[C@@H]2C[C@H](CC2)NC(OC(C)(C)C)=O)N=CC3)C13CCCC3 tert-Butyl ((1S,3S)-3-((6-methylene-6,7-dihydrospiro[cyclopenta[d]pyrazolo[1,5-a]pyrimidine-5,1'-cyclopentane]-8-yl)amino)cyclopentyl)carbamate